1-Undecyl-3-butylpyrrolidinium acetat C(C)(=O)[O-].C(CCCCCCCCCC)[NH+]1CC(CC1)CCCC